N-p-toluenesulfonyl-phenylalanine CC1=CC=C(C=C1)S(=O)(=O)N[C@@H](CC1=CC=CC=C1)C(=O)O